C(C)(C)C1=CC=CC=C1 2-Isopropyl-benzene